BrC=1C(=CC(=C(C[NH-])C1)C)C 5-bromo-2,4-dimethylbenzylamide